C[SiH](C=CC1=CC=CC=C1)C1=NNC=N1 methyl-Phenylvinylsilyl-(1,2,4-triazole)